O=C1NC(CCC1N1C(C2=CC=CC(=C2C1=O)NC1CCC(CC1)C(=O)N1C[C@@H](CC1)CC(=O)OCC1=CC=CC=C1)=O)=O benzyl 2-[(3S)-1-[(1r,4r)-4-{[2-(2,6-dioxopiperidin-3-yl)-1,3-dioxo-2,3-dihydro-1H-isoindol-4-yl]amino}cyclohexanecarbonyl]pyrrolidin-3-yl]acetate